methyleneoctadecyl-amine C=CCCCCCCCCCCCCCCCCCN